OC1(CCN(CC12CCCC2)C(=O)OC(C)(C)C)CN2C=NC1=C(C2=O)C=NC=C1 tert-Butyl 10-hydroxy-10-((4-oxopyrido[4,3-d]pyrimidin-3(4H)-yl)methyl)-7-azaspiro[4.5]decane-7-carboxylate